tert-Butyl (3-cyano-4-(3-((3S,4S)-3-(dimethylamino)-4-(hydroxymethyl)pyrrolidin-1-yl)-5-fluoro-7,9-dihydrofuro[3,4-f]quinazolin-6-yl)-7-fluorothieno[3,2-c]pyridin-2-yl)carbamate C(#N)C1=C(SC2=C1C(=NC=C2F)C=2C1=C(C=3C=NC(=NC3C2F)N2C[C@H]([C@H](C2)CO)N(C)C)COC1)NC(OC(C)(C)C)=O